butylsodium C(CCC)[Na]